CN(C1=CC=C(C=C1)C#CC1=CC2=C(N=C(S2)C)C=C1)C N,N-dimethyl-4-((2-methylbenzo[d]thiazole-6-yl)ethynyl)aniline